O=C(C(=O)O)CC1=CC=C(C=C1)C1(CC1)C(F)(F)F 2-oxo-3-(4-(1-(trifluoromethyl)cyclopropyl)phenyl)propanoic acid